BrC1=C2C(SC=C2)=C(C2=C1SC=C2)OCCCCCCC 4-bromo-8-(heptyloxy)benzo[1,2-b:4,5-b']dithiophene